BrC1=CC=C(C(=C1C#N)F)C(F)(F)F 6-bromo-2-fluoro-3-(trifluoromethyl)benzonitrile